C1(CC1)N1C(C2=C(C=C1)N(N=C2)C\C(\CN2C(C1=CC=CC=C1C2=O)=O)=C\F)=O (E)-2-(2-((5-cyclopropyl-4-oxo-4,5-dihydro-1H-pyrazolo[4,3-c]pyridin-1-yl)methyl)-3-fluoroallyl)isoindolin-1,3-dione